C(N)(=N)C=1C=C(SC1)CNC(=O)[C@H]1N(C[C@@H](C1)C1=C(C=CC=C1)C)C(CNC(CCCOC1=CC=CC=C1)=O)=O (2S,4S)-N-((4-carbamimidoylthiophen-2-yl)methyl)-1-((4-phenoxybutanoyl)glycyl)-4-(o-tolyl)pyrrolidine-2-carboxamide